5-(4-cyclopropyl-1H-imidazol-1-yl)-2-fluoro-4-methyl-N-(6-(5-methyl-6,7-dihydro-5H-pyrrolo[2,1-c][1,2,4]triazol-3-yl)pyridin-2-yl)benzamide C1(CC1)C=1N=CN(C1)C=1C(=CC(=C(C(=O)NC2=NC(=CC=C2)C=2N3C(=NN2)CCC3C)C1)F)C